C(CCCCCCCCCCCCCCCCC)C(C(=O)N)(CCCC(=O)O)CCCCCCCCCCCCCCCCCC distearylhexanedioic acid amide